aspartic acid alpha-amide C([C@@H](C(=O)N)N)C(=O)O